O=C1CC[C@H]2N1CCN(C2)CC2=C([C@@H](N=C(N2)C=2SC=CN2)C2=C(C=C(C=C2)F)Cl)C(=O)OC Methyl (4R)-6-[[(8aR)-6-oxo-1,3,4,7,8,8a-hexahydropyrrolo[1,2-a]pyrazin-2-yl]methyl]-4-(2-chloro-4-fluoro-phenyl)-2-thiazol-2-yl-1,4-dihydropyrimidine-5-carboxylate